C(C)(C)(C)OC(=O)N[C@H](C(=O)O)C(C=C)(C)C (S)-2-((tert-Butoxycarbonyl)amino)-3,3-dimethyl-pent-4-enoic acid